1-(5-Chloro-2-((6-methoxy-2-methyl-1,2,3,4-tetrahydroisoquinolin-7-yl)amino)pyrimidin-4-yl)-N-hydroxyindoline-3-carboxamide ClC=1C(=NC(=NC1)NC1=C(C=C2CCN(CC2=C1)C)OC)N1CC(C2=CC=CC=C12)C(=O)NO